C1(CCCCC1)C1=CC=C(C(=O)NNC(=S)CC(=O)N)C=C1 (2-(4-cyclohexylbenzoyl)hydrazine-1-thiocarbonyl)acetamide